4-Isobutyl-5-methyl-Piperidin-2-one C(C(C)C)C1CC(NCC1C)=O